3-[5-[5-[1-[6-[4-(2,4-dioxohexahydropyrimidin-1-yl)-3-fluoro-phenyl]-2-azaspiro[3.3]heptan-2-yl]ethyl]-3-fluoro-2-pyridyl]-4-methyl-pyrimidin-2-yl]isoxazole-5-carboxylic acid O=C1N(CCC(N1)=O)C1=C(C=C(C=C1)C1CC2(CN(C2)C(C)C=2C=C(C(=NC2)C=2C(=NC(=NC2)C2=NOC(=C2)C(=O)O)C)F)C1)F